CC1=C(C=NN1)CC1=CCC(C=C1)=CC1CC1 5-methyl-4-{[4-(cyclopropylmethylene)-phenyl]methyl}-1H-pyrazole